BrC1=CC=C(C=C1)C(C)(C#C)C=1N=C(SC1)NC(=O)N 1-(4-(2-(4-bromophenyl)but-3-yn-2-yl)thiazol-2-yl)urea